Trifluoromethanesulfonic acid 4-((2R,3R,5aR,7R,9aS)-3-methoxyhexahydro-5H-2,5a-methano-pyrano[3,2-e][1,4]dioxepin-7-yl)-3-methylbut-1-en-2-yl ester CO[C@@H]1OC[C@]23[C@@H](O[C@@H]1C3)CC[C@@H](O2)CC(C(=C)OS(=O)(=O)C(F)(F)F)C